FC=1C(=C(C=CC1F)[C@H]1[C@H](O[C@]([C@H]1C)(C(F)(F)F)C)C(=O)NC1=CC(=NC(=C1)F)C(=O)N)OC 4-[[(2S,3s,4s,5r)-3-(3,4-difluoro-2-methoxy-phenyl)-4,5-dimethyl-5-(trifluoromethyl)tetrahydrofuran-2-carbonyl]amino]-6-fluoro-pyridine-2-carboxamide